ClC1=CC(=C(C=C1)S(=O)(=O)NC=1C(=NC=C(C1)C)OC1=CC=C(C=C1)NC(C(=C)F)=O)O N-(4-((3-((4-chloro-2-hydroxyphenyl)sulfonamido)-5-methylpyridin-2-yl)oxy)phenyl)-2-fluoroacrylamide